C(C)C(CC(C)C)C(CC(C(CC(C)C)CC)=O)=O 4,8-diethyl-2,10-dimethyl-undecane-5,7-dione